bis(2-butyloctyl) 10-[2-[2-[2-(tert-butoxycarbonylamino)ethoxy]ethoxy]ethyl-nonyl-amino]nonadecanedioate C(C)(C)(C)OC(=O)NCCOCCOCCN(C(CCCCCCCCC(=O)OCC(CCCCCC)CCCC)CCCCCCCCC(=O)OCC(CCCCCC)CCCC)CCCCCCCCC